C(CCC)[Sn](CCCCCCCC)(CCCCCCCC)CCCC dibutyl-dioctyl-tin